C(C=C)(=O)N1C[C@@H](CCC1)N1N=C(C=2C1=NC=NC2N)C2=CC=C(C1=C2OCO1)NC(=O)C=1NC=CC1 (R)-N-(7-(1-(1-acryloylpiperidin-3-yl)-4-amino-1H-pyrazolo[3,4-d]pyrimidin-3-yl)benzo[d][1,3]dioxol-4-yl)-1H-pyrrole-2-carboxamide